rac-(2r,7ar)-2-hydroxy-5-oxotetrahydro-1H-pyrrolizine O[C@@H]1C[C@H]2CCC(N2C1)=O |r|